dicyano-palladium dichloride C(#N)[Pd](C#N)(Cl)Cl